1-(4-((1S,2S)-6-Hydroxy-2-isobutyl-1,2,3,4-tetrahydronaphthalen-1-yl)phenyl)piperidine-4-carbaldehyde OC=1C=C2CC[C@H]([C@H](C2=CC1)C1=CC=C(C=C1)N1CCC(CC1)C=O)CC(C)C